3-[(2r,5s)-4-(6-cyano-1-methyl-2-oxo-1,2-dihydro-1,5-naphthyridin-4-yl)-2,5-dimethylpiperazin-1-yl]-3-(4-fluorophenyl)-N-(propan-2-yl)propionamide C(#N)C=1N=C2C(=CC(N(C2=CC1)C)=O)N1C[C@H](N(C[C@@H]1C)C(CC(=O)NC(C)C)C1=CC=C(C=C1)F)C